CC1=CC=C(C=C1)S(=O)(=O)C1=C(C=CC2=CC=CC=C12)NC(C1=CC=CC=C1)=O N-(1-(p-toluenesulfonyl)naphthalen-2-yl)benzamide